C(C)N1N=C(C2=C1C(NCC1(CCOCC1)C2)=O)CC(COC(C2=CC(=CC=C2)C(N)=O)=O)(C)C 3-Carbamoyl-benzoic acid [3-(1-ethyl-8-oxo-spiro[6,7-dihydro-4H-pyrazolo[3,4-c]azepin-5,4'-tetrahydropyran]-3-yl)-2,2-dimethyl-propyl] ester